C(C)(C)N1N=C(C=C1NC=1C=NC=2CCN(CC2C1)C1=NC=C(C#N)C=C1C)C 6-(3-((1-isopropyl-3-methyl-1H-pyrazol-5-yl)amino)-7,8-dihydro-1,6-naphthyridin-6(5H)-yl)-5-methylnicotinonitrile